C(C)(=O)O[C@@H]1[C@@H]([C@H](O[C@H]1N1C2=NC(=NC=C2N(C1=O)CC#N)N)COC(C)=O)F ((2R,3R,4S,5R)-4-acetoxy-5-(2-amino-7-(cyanomethyl)-8-oxo-7,8-dihydro-9H-purin-9-yl)-3-fluorotetrahydrofuran-2-yl)methylacetat